6-chloro-5'-(5-chloro-2-methylpyridin-3-yl)-2'-(4,6-dimethoxypyridin-3-yl)-3'-isopropyl-3'H-spiro[indoline-3,4'-pyrrolo[3,4-d]imidazole]-2,6'(5'H)-dione ClC1=CC=C2C(=C1)NC(C21N(C(C=2N=C(N(C21)C(C)C)C=2C=NC(=CC2OC)OC)=O)C=2C(=NC=C(C2)Cl)C)=O